SCCCC(=O)O 4-mercaptobutyric acid